ClC=1C=C(C=CC1)[C@@H](CO)NC(=O)C1=CN(C=C1)C1=CC(=NC=C1)NC1COCC1 N-((S)-1-(3-chlorophenyl)-2-hydroxy-ethyl)-1-(2-((tetrahydro-furan-3-yl)amino)pyridin-4-yl)-1H-pyrrole-3-carboxamide